CC(C#C)C1CCC(CC1)C1=CC=NC2=CC=C(C=C12)F 4-((1S,4S)-4-(but-3-yn-2-yl)cyclohexyl)-6-fluoroquinoline